COC=1C=C(C=C(C1)OC)N[C@H]1CN(CC1)C(=O)OC(C)(C)C tert-butyl (R)-3-((3,5-dimethoxyphenyl)amino)pyrrolidine-1-carboxylate